1-(ethylamino)cyclopropane C(C)NC1CC1